COC[C@H]1CN(C[C@@H](N1)COC)C=1C=2N(C=C(C1)S(=O)(=O)NC1(CC1)C)C(=NC2)C=2SC(=NN2)C(F)F 8-((3R,5R)-3,5-bis(methoxymethyl)piperazin-1-yl)-3-(5-(difluoromethyl)-1,3,4-thiadiazol-2-yl)-N-(1-methylcyclopropyl)imidazo[1,5-a]pyridine-6-sulfonamide